C(C)(=O)O[C@@H]1COCC[C@H]1NC1=NN2C(C=N1)=C(N=C2C(C)C)C(F)(F)F (3S,4R)-4-{[7-isopropyl-5-(trifluoromethyl)imidazo[4,3-f][1,2,4]triazin-2-yl]amino}oxan-3-yl acetate